ClC1=C(C=C(C=C1)F)C1(NC(C=2C3=C(C=C(C12)NS(=O)(=O)C1=CC=C(C=C1)C)C=CC(=C3)F)=O)O N-[3-(2-chloro-5-fluorophenyl)-8-fluoro-3-hydroxy-1-oxo-2,3-dihydro-1H-benzo[e]isoindol-4-yl]-4-methylbenzenesulfonamide